C12C(=CC(CC1)C2)C2=NN1C(N(C(=C(C1=O)N1CCN(CC1)CCC(CCCCCCCCCCCCCCCCC)O)CC)CC(=O)NC1=C(C=C(C=C1)C(F)(F)F)Cl)=N2 2-(2-(bicyclo[2.2.1]hept-2-en-2-yl)-5-ethyl-6-(4-(3-hydroxyeicosanyl)piperazin-1-yl)-7-oxo-[1,2,4]triazolo[1,5-a]pyrimidin-4(7H)-yl)-N-(2-chloro-4-(trifluoromethyl)phenyl)acetamide